FC1=CC=C(C=C1)C1=NNC=C1C1=CC=NC=C1 4-[3-(4-Fluorophenyl)-1h-Pyrazol-4-Yl]pyridine